N-(2-(pyrrolidin-1-yl)ethyl)-1H-indole-5-carboxamide N1(CCCC1)CCNC(=O)C=1C=C2C=CNC2=CC1